3-(cyclohexyloxy)methyl-3-ethyl-oxetane ethyl-4-bromo-5-fluoro-3-methyl-2-(trifluoromethyl)-1H-indole-7-carboxylate C(C)OC(=O)C=1C=C(C(=C2C(=C(NC12)C(F)(F)F)C)Br)F.C1(CCCCC1)OCC1(COC1)CC